tert-Butyl (S)-4-((S)-4-(tert-butoxy)-2-((S)-2-(5-chloro-1H-indole-2-carboxamido)-3-(naphthalen-2-yl)propanamido)-4-oxobutanamido)-5-((4-methoxyphenyl)amino)-5-oxopentanoate C(C)(C)(C)OC(C[C@@H](C(=O)N[C@@H](CCC(=O)OC(C)(C)C)C(=O)NC1=CC=C(C=C1)OC)NC([C@H](CC1=CC2=CC=CC=C2C=C1)NC(=O)C=1NC2=CC=C(C=C2C1)Cl)=O)=O